7-((4-methoxybenzyl)oxy)-3-(3-nitrobenzyl)-3,4-dihydro-2H-benzo[e][1,3]oxazin-2-one COC1=CC=C(COC2=CC3=C(CN(C(O3)=O)CC3=CC(=CC=C3)[N+](=O)[O-])C=C2)C=C1